tert-butyl (4-morpholinopyridin-2-yl)carbamate O1CCN(CC1)C1=CC(=NC=C1)NC(OC(C)(C)C)=O